3-(trans-4-(2-(9-methoxy-3,4-dihydropyrazino[1,2-a]indol-2(1H)-yl)ethyl)cyclohexyl)-1,1-dimethylurea COC=1C=2C=C3N(C2C=CC1)CCN(C3)CC[C@@H]3CC[C@H](CC3)NC(N(C)C)=O